(3S)-3-(3',3'-difluoro-6-oxo-6,8-dihydro-2H,7H-spiro[furo[2,3-e]isoindole-3,4'-piperidin]-7-yl)piperidine FC1(CNCCC12COC1=C3CN(C(C3=CC=C12)=O)[C@@H]1CNCCC1)F